[Cu].[Al].[W] tungsten-aluminum-copper